C=1(C(=CC=C2C(C=3C(=CC=C(C3C(C12)=O)O)O)=O)O)O Anthraquinone-1,2,5,8-tetraol